Cl.CC1(CN(C2=C1C=NC(=C2)C(=C)C2=CC=CC=C2)C(CN2[C@H](CN[C@@H](C2)C)COC)=O)C 1-[3,3-Dimethyl-6-(1-phenylethenyl)-1H,2H,3H-pyrrolo[3,2-c]pyridin-1-yl]-2-[(2R,5R)-2-(methoxymethyl)-5-methylpiperazin-1-yl]-ethan-1-one, hydrochloride salt